CNCC[C@@H](C=1SC=CC1)OC1=CC=CC2=CC=CC=C12 (S)-(+)-N-methyl-3-(1-naphthoxy)-3-(2-thienyl)propanamine